Methyl 1'-(2,4-dichlorobenzyl)-2-oxospiro[indoline-3,4'-piperidine]-5-carboxylate ClC1=C(CN2CCC3(CC2)C(NC2=CC=C(C=C23)C(=O)OC)=O)C=CC(=C1)Cl